COC=1C=C(C=NC1)C1=CC=C2C(C(COC2=C1)(C)C)NC(O[C@@H]1CN2CCC1CC2)=O (S)-quinuclidin-3-yl (7-(5-methoxypyridin-3-yl)-3,3-dimethylchroman-4-yl)carbamate